Difluorophosphat P(=O)([O-])(F)F